C/1=C/CCCCCCC1 cis-cyclononene